5-bromo-1-((2-(trimethylsilyl)ethoxy)methyl)-1H-benzo[d]imidazole BrC1=CC2=C(N(C=N2)COCC[Si](C)(C)C)C=C1